FC=1C(=C2C(NC(C2=CC1)(C)C)=O)NC=1C(C(C1OC)=O)=O 3-((5-fluoro-1,1-dimethyl-3-oxoisoindolin-4-yl)amino)-4-methoxycyclobut-3-ene-1,2-dione